FC1=C(N)C=CC(=C1)OC=1SC=C(N1)C=1C=NC(=C(C1)F)C 2-fluoro-4-[4-(5-fluoro-6-methyl-3-pyridyl)thiazol-2-yl]oxy-aniline